2-phenyl-5-(1,2,3,6-tetrahydropyridin-2-yl)pyridine C1(=CC=CC=C1)C1=NC=C(C=C1)C1NCC=CC1